5-ethynyl-thymidine C(#C)C1(C(NC(N([C@H]2C[C@H](O)[C@@H](CO)O2)C1)=O)=O)C